2-(2-(benzyloxy)ethyl)-7-bromoimidazo[1,2-a]pyridine C(C1=CC=CC=C1)OCCC=1N=C2N(C=CC(=C2)Br)C1